4-(pyridin-2-yloxy)benzonitrile N1=C(C=CC=C1)OC1=CC=C(C#N)C=C1